FC1=CC=C(C=C1)NNC(COC1=C(OC2=C(C1=O)C=CC=C2)C2=CC=CC=C2)=O N'-(4-fluorophenyl)-2-((4-oxo-2-phenyl-4H-benzopyran-3-yl)oxy)acethydrazide